ClC1=CC=C2C(=NC(N(C2=C1)C1=CC=CC=C1)=O)N1CCCC1 7-chloro-1-phenyl-4-(pyrrolidin-1-yl)-quinazolin-2(1H)-one